2-methyl-4,7-dibromo-5,6-dimethoxybenzotriazole CN1N=C2C(=N1)C(=C(C(=C2Br)OC)OC)Br